6-((1R,4r)-4-(1-cyclobutyl-5-(trifluoromethyl)-1H-pyrazol-3-yl)cyclohexyl)-2-thia-6-azaspiro[3.4]octane 2,2-dioxide C1(CCC1)N1N=C(C=C1C(F)(F)F)C1CCC(CC1)N1CC2(CS(C2)(=O)=O)CC1